1-{5-[(4-iodo-1-methylpyrazol-3-yl)amino]-4-methylpyridin-2-yl}propan-1-one IC=1C(=NN(C1)C)NC=1C(=CC(=NC1)C(CC)=O)C